C(C1=CC=CC=C1)OC1=CC=C(C2=C1OCO2)CNC(C(=O)N)C 2-{[7-(benzyloxy)benzo[d][1,3]Dioxol-4-yl]Methylamino}propionamide